1,4-dimethyl-N-(4-methylbenzyl)-2-oxo-1,2-dihydroquinoline-6-sulfonamide CN1C(C=C(C2=CC(=CC=C12)S(=O)(=O)NCC1=CC=C(C=C1)C)C)=O